(3R,3aS,6R,6aS)-6-[(4-methylbenzenesulfonyl)oxy]-hexahydrofuro[3,2-b]furan-3-yl 4-methylbenzenesulfonate CC1=CC=C(C=C1)S(=O)(=O)O[C@H]1[C@@H]2[C@H](OC1)[C@@H](CO2)OS(=O)(=O)C2=CC=C(C=C2)C